3-(4-(bromomethyl)phenyl)-5-methyl-1,2,4-oxadiazole BrCC1=CC=C(C=C1)C1=NOC(=N1)C